C1N(CCC12CNCC2)[C@@H]2CC[C@H](CC2)N2C=C(C1=C2N=CN=C1N)C1=CC=C(C=C1)OC1=CC=CC=C1 7-((trans)-4-(2,7-diazaspiro[4.4]non-2-yl)cyclohexyl)-5-(4-phenoxyphenyl)-7H-pyrrolo[2,3-d]pyrimidin-4-amine